C(C)(C)(C)OC(=O)N1C(CC(CC1)OC1COC1)C(=O)O 1-tert-butoxycarbonyl-4-(oxetan-3-yloxy)piperidine-2-carboxylic acid